FC=1C=CC(=NC1C(F)(F)F)S(=O)(=O)N(C(OC(C)(C)C)=O)C=1N=CSC1 tert-butyl ((5-fluoro-6-(trifluoromethyl)pyridin-2-yl)sulfonyl)(thiazol-4-yl)carbamate